CC=1NC2=C(C=CC(=C2C1C)C1=C(C(=CC=C1)NS(=O)(=O)C=C)C)C(=O)N 2,3-dimethyl-4-(2-methyl-3-(vinylsulfonylamino)phenyl)-1H-indole-7-carboxamide